2-(6-(4-((6-methoxypyridin-3-yl)methyl)-3,3-dimethylpiperazin-1-yl)pyridin-3-yl)-N-(5-methyl-1H-pyrazol-3-yl)quinazolin-4-amine COC1=CC=C(C=N1)CN1C(CN(CC1)C1=CC=C(C=N1)C1=NC2=CC=CC=C2C(=N1)NC1=NNC(=C1)C)(C)C